C(#N)C1=NC=CC(=C1)C1=CN=C(O1)C(=O)N1[C@@H]2[C@H](CC1)[C@@H](N(C2)C#N)C |r| rac-(3aR,4S,6aR)-1-(5-(2-cyanopyridin-4-yl)oxazole-2-carbonyl)-4-methyl-hexahydropyrrolo[3,4-b]pyrrole-5(1H)-carbonitrile